FC1(CC2(CN(C2)C=2C=CC=3N(C2)N=CC3C=3CCN(CC3)C(=O)OC(C)(C)C)C1)F tert-butyl 4-(6-(6,6-difluoro-2-azaspiro[3.3]heptan-2-yl)pyrazolo[1,5-a]pyridin-3-yl)-3,6-dihydropyridine-1(2H)-carboxylate